CN[C@@H]1[C@@H](CC1)O |r| racemic-cis-2-(methylamino)cyclobutan-1-ol